[N+](=O)([O-])C1=C(C(=C(C(=C1N)[N+](=O)[O-])N)[N+](=O)[O-])N 2,4,6-trinitrobenzene-1,3,5-triamine